(3R)-3-amino-8-fluoro-5-[(4-fluorophenyl)methyl]-1-oxo-7-[5-(1,2,2,2-tetrafluoro-1-methoxy-ethyl)-1,2,4-oxadiazol-3-yl]-2,3-dihydro-1λ4,5-benzothiazepin-4-one N[C@H]1CS(C2=C(N(C1=O)CC1=CC=C(C=C1)F)C=C(C(=C2)F)C2=NOC(=N2)C(C(F)(F)F)(OC)F)=O